N1=CC=C(C=C1)C1=NC(=NC(=N1)N)N (4-pyridinyl)-1,3,5-triazine-2,4-diamine